ammonium sulfonyl sulfate S1(=O)(=O)OS(=O)(=O)O1.[NH4+]